OP(O)(=O)OP(=O)(O)O.C(C)(C)(C)C1=C(C=CC(=C1)C(C)(C)C)C(O)(C(CO)(CO)CO)C1=C(C=C(C=C1)C(C)(C)C)C(C)(C)C bis[2,4-di-tert-butylphenyl]pentaerythritol diphosphate